CS(=O)(=N)C1=CC=C(C=C1)CC1CC2(CN(C2)C(=O)N2CC3(C2)CC(C3)N3N=C(N=C3)C(F)(F)F)C1 [6-[[4-(methylsulfonimidoyl)phenyl]methyl]-2-azaspiro[3.3]heptan-2-yl]-[6-[3-(trifluoromethyl)-1,2,4-triazol-1-yl]-2-azaspiro[3.3]heptan-2-yl]methanone